tert-butyl N-[(2S)-2-[2-methyl-4-[1-tetrahydropyran-2-yl-3-(2-triisopropylsilylethynyl)indazol-5-yl]pyrazol-3-yl]oxypropyl]carbamate CN1N=CC(=C1O[C@H](CNC(OC(C)(C)C)=O)C)C=1C=C2C(=NN(C2=CC1)C1OCCCC1)C#C[Si](C(C)C)(C(C)C)C(C)C